C(O[C@H]1C[C@H](CC1)C1=NN(C(=C1)NC1=CC(=NC=C1)C(CC1CC(C1)N)(F)F)C(C)(C)C)(OC1=CC=C(C=C1)[N+](=O)[O-])=O (1R,3S)-3-(5-((2-(2-((1r,3S)-3-aminocyclobutyl)-1,1-difluoroethyl)pyridin-4-yl)amino)-1-(tert-butyl)-1H-pyrazol-3-yl)cyclopentyl (4-nitrophenyl) carbonate